C(C)(C)(C)OP(=O)(OC)C1=NC2=CC=CC=C2N=C1P(=O)(OC)OC(C)(C)C 2,3-bis(tert-butyl-(methyl)phosphono)quinoxaline